9-(1-hydroxyethyl)-2-(isoindolin-2-yl)-3,7-dimethyl-4H-pyrido[1,2-a]pyrimidin-4-one OC(C)C1=CC(=CN2C1=NC(=C(C2=O)C)N2CC1=CC=CC=C1C2)C